Cl.O1N=C(C2=C1C=CC=C2)C2=C(C=CC=C2)[C@H](CC2=NC(=CC=C2)CO)N (S)-1-[2-(Benzo[d]isoxazol-3-yl)phenyl]-2-(6-hydroxymethylpyridine-2-yl)ethan-1-amine hydrochloride